C1(=CC=CC=C1)N1C(=NC2=C1C=CC=C2)C2=CC=C(C=C2)C2=CC=C(C=C2)CC#N 2-(4'-(1-phenyl-1H-benzo[d]imidazole-2-yl)-[1,1'-biphenyl]-4-yl)acetonitrile